C(C=C)(=O)OCCCN(CCCS(=O)(=O)O)C 3-(acryloxyethyl-dimethylamino)propanesulfonic acid